tris(2-carboxybutyl)phosphine hydrochloride Cl.C(=O)(O)C(CP(CC(CC)C(=O)O)CC(CC)C(=O)O)CC